ClC1=C(C=CC=C1)C=CC(C=C)=O 5-(2-chlorophenyl)-1,4-pentadien-3-one